1-methoxy-7-methyl-6,7-dihydro-5H-cyclopenta[c]pyridine COC1=NC=CC2=C1C(CC2)C